CC1=NOC(=C1C1=CC2=C(N=C(S2)NC(=O)[C@@H]2CN(CC2)C(=O)OC(C)(C)C)C=C1C)C tert-butyl (S)-3-((6-(3,5-dimethylisoxazol-4-yl)-5-methylbenzo[d]thiazol-2-yl)carbamoyl)pyrrolidine-1-carboxylate